benzyl (3s,5r)-4-(3-((5-(2,4-dioxotetrahydropyrimidin-1(2H)-yl) pyridin-2-yl) oxy) propyl)-3,5-dimethylpiperazine-1-carboxylate O=C1N(CCC(N1)=O)C=1C=CC(=NC1)OCCCN1[C@H](CN(C[C@H]1C)C(=O)OCC1=CC=CC=C1)C